4-cyclopropyl-N-((2-(6-((cis)-2,6-dimethylmorpholino)pyridin-2-yl)-1,6-naphthyridin-7-yl)methyl)-3-(1-hydroxyethyl)benzamide C1(CC1)C1=C(C=C(C(=O)NCC2=NC=C3C=CC(=NC3=C2)C2=NC(=CC=C2)N2C[C@@H](O[C@@H](C2)C)C)C=C1)C(C)O